8-chloro-3-(5-(difluoromethyl)-1,3,4-thiadiazol-2-yl)-N-(1-methylcyclopropyl)imidazo[1,2-a]pyridine-6-sulfonamide ClC=1C=2N(C=C(C1)S(=O)(=O)NC1(CC1)C)C(=CN2)C=2SC(=NN2)C(F)F